N-[3-[1-(2-fluoroprop-2-enoyl)azetidin-3-yl]-1-[4-(trifluoromethoxy)phenyl]pyrazolo[3,4-b]pyridin-4-yl]-2-hydroxy-acetamide FC(C(=O)N1CC(C1)C1=NN(C2=NC=CC(=C21)NC(CO)=O)C2=CC=C(C=C2)OC(F)(F)F)=C